2-(2,6-Dimethyl-4-(1-(5-oxo-4-(4-(trifluoromethyl)phenyl)-4,5-dihydro-1H-1,2,4-triazol-1-yl)propyl)phenoxy)-2-methylpropionic acid CC1=C(OC(C(=O)O)(C)C)C(=CC(=C1)C(CC)N1N=CN(C1=O)C1=CC=C(C=C1)C(F)(F)F)C